C(CCC)C=1C=C(C(=NC1)C1=CC=C(C=C1)OC)C1=CC(NN1)=O 5-(5-butyl-2-(4-methoxyphenyl)pyridin-3-yl)-1,2-dihydro-3H-pyrazol-3-one